FC1=C(C=CC=C1F)[C@H]1NCCC1 (S)-2-(2,3-difluorophenyl)pyrrolidine